C1(=CC=CC2=CC=CC=C12)C(CN1CCN(CC1)C1=CC=C(C=C1)[N+](=O)[O-])S(=O)(=O)N (naphthalen-1-yl)-2-[4-(4-nitrophenyl)piperazin-1-yl]ethanesulfonamide